CC1OCCC(C1)=NNC(OC(C)(C)C)=O tert-Butyl N-[(2-methyltetrahydropyran-4-ylidene)amino]carbamate